ClC=1C=C(C=C(C1)Cl)N1C(NC(C(=C1)C=1C=NC(=CC1)OC)=O)=O 1-(3,5-dichlorophenyl)-5-(6-methoxypyridin-3-yl)pyrimidine-2,4(1H,3H)-dione